C(C1=CC=CC=C1)OC(=O)N1CCN(CC1)CCC#C.BrC1=C(C=CC(=C1)Cl)C#CCO[Si](C)(C)C(C)(C)C ((3-(2-bromo-4-chlorophenyl)prop-2-yn-1-yl)oxy)(tert-butyl)dimethylsilane benzyl-4-(but-3-yn-1-yl)piperazine-1-carboxylate